FC1=CC2=C(CN(C(O2)=O)C2=NC=CC=C2B2OC(C(O2)(C)C)(C)C)C=C1 7-fluoro-3-(3-(4,4,5,5-tetramethyl-1,3,2-dioxaborolan-2-yl)pyridin-2-yl)-3,4-dihydro-2H-benzo[e][1,3]oxazin-2-one